(5S)-5-(trifluoromethyl)-6,7-dihydro-5H-pyrrolo[1,2-b][1,2,4]triazole-2-carboxylic acid FC([C@@H]1CCC=2N1N=C(N2)C(=O)O)(F)F